C1N(CC12CCNCC2)CC2CCN(CC2)C2=CC=C1C(=NN(C1=C2)C)C2C(NC(CC2)=O)=O 3-(6-(4-((2,7-diazaspiro[3.5]non-2-yl)methyl)piperidin-1-yl)-1-methyl-1H-indazol-3-yl)piperidine-2,6-dione